methyl-diphenyliodonium tetrakis(pentafluorophenyl)borate FC1=C(C(=C(C(=C1[B-](C1=C(C(=C(C(=C1F)F)F)F)F)(C1=C(C(=C(C(=C1F)F)F)F)F)C1=C(C(=C(C(=C1F)F)F)F)F)F)F)F)F.CC1=C(C=CC=C1)[I+]C1=CC=CC=C1